OC=1C=C(C2=C(OC(OC2=O)C2=CC=CC=C2)C1C1=C(C=CC(=C1)C)C(=C)C)CCCCC 7-hydroxy-8-(5-methyl-2-(prop-1-en-2-yl)phenyl)-5-pentyl-2-phenyl-4H-benzo[d][1,3]dioxin-4-one